N-{4-[5-(difluoromethyl)-1,3,4-oxadiazol-2-yl]-3-sulfamoylphenyl}-2-(2-fluorophenyl)acetamide FC(C1=NN=C(O1)C1=C(C=C(C=C1)NC(CC1=C(C=CC=C1)F)=O)S(N)(=O)=O)F